tert-Butyl (S)-2-((((9H-fluoren-9-yl)methoxy)carbonyl)amino)-4-morpholinobutanoate C1=CC=CC=2C3=CC=CC=C3C(C12)COC(=O)N[C@H](C(=O)OC(C)(C)C)CCN1CCOCC1